NCC1=C(C2=C(OCCO2)C=C1)N1CC(NCC1)CN 6-(aminomethyl)-5-(3-(aminomethyl)piperazin-1-yl)-2,3-dihydro-1,4-benzodioxine